NC1=NC=2C=CC(=CC2C2=C1C=NN2C)C(=O)N(N(C(CC)=O)C)CC2=NC=C(C=C2F)C(F)(F)F 4-amino-N-((3-fluoro-5-(trifluoromethyl)pyridin-2-yl)methyl)-N',1-dimethyl-N'-propionyl-1H-pyrazolo[4,3-c]quinoline-8-carbohydrazide